tert-butyl (5S)-5-methyl-2-[2-(8-methyl-8-azabicyclo[3.2.1]oct-3-en-3-yl)-1,3-benzothiazol-5-yl]piperidine-1-carboxylate C[C@H]1CCC(N(C1)C(=O)OC(C)(C)C)C=1C=CC2=C(N=C(S2)C=2CC3CCC(C2)N3C)C1